2-[(2E)-2-(aminomethyl)-3-fluoroprop-2-en-1-yl]-4-[3-fluoro-4'-(4H-1,2,4-triazol-3-yl)biphenyl-4-yl]-2,4-dihydro-3H-1,2,4-triazol-3-one NC/C(/CN1N=CN(C1=O)C1=C(C=C(C=C1)C1=CC=C(C=C1)C1=NN=CN1)F)=C\F